BrC1=CC2=C(N=C(C=3N(C2)C=C(C3)C3=CC=CC=C3)Cl)C=C1 7-bromo-11-chloro-2-phenyl-5H-benzo[e]pyrrolo[1,2-a][1,4]diazepine